CC=1C=C(C(=O)OCC(CC)(C2=CC=CC=C2)N(C)C)C=C(C1C)C 2-Dimethylamino-2-phenylbutyl 3,4,5-trimethylbenzoate